C1=CC=CC=2C3=CC=CC=C3C(=CC12)C=1C=C(C=CC1)B(O)O 3-(phenanthren-9-yl)phenylboronic acid